1-(4-(4-AMINO-7-CYCLOBUTYL-7H-PYRROLO[2,3-D]PYRIMIDIN-5-YL)-2-FLUOROPHENYL)-3-(5-(1-(TRIFLUOROMETHYL)CYCLOPROPYL)ISOXAZOL-3-YL)UREA NC=1C2=C(N=CN1)N(C=C2C2=CC(=C(C=C2)NC(=O)NC2=NOC(=C2)C2(CC2)C(F)(F)F)F)C2CCC2